5,5-dimethyl-4,5-dihydro-1H-imidazol CC1(CN=CN1)C